1,6-dihydro-7H-pyrrolo[2,3-c]Pyridin-7-one N1C=CC2=C1C(NC=C2)=O